(S)-4'-((2-(8-(((4-carbamimidoylthiophen-2-yl)methyl)carbamoyl)-1,4-dioxa-7-azaspiro[4.4]nonan-7-yl)-2-oxoethyl)carbamoyl)-[1,1'-biphenyl]-4-carboxylic acid C(N)(=N)C=1C=C(SC1)CNC(=O)[C@H]1N(CC2(OCCO2)C1)C(CNC(=O)C1=CC=C(C=C1)C1=CC=C(C=C1)C(=O)O)=O